FC=1C=C(C(=O)O)C=C(C1[N+](=O)[O-])OC 3-fluoro-5-methoxy-4-nitro-benzoic acid